5-(1-methylpropyl)-4-hydroxy-2-methylbenzoic acid, potassium salt [K+].CC(CC)C=1C(=CC(=C(C(=O)[O-])C1)C)O